(R)-2-Amino-1-(3-((4-methoxybenzyl)oxy)-2,6-dimethylphenyl)-5-(3-methoxypyrrolidin-1-yl)-6-methyl-1H-pyrrolo[2,3-b]pyridine-3-carbonitrile NC1=C(C=2C(=NC(=C(C2)N2C[C@@H](CC2)OC)C)N1C1=C(C(=CC=C1C)OCC1=CC=C(C=C1)OC)C)C#N